2,5-difluoro-4-pyridinepropionic acid FC1=NC=C(C(=C1)CCC(=O)O)F